6-N-[(1R,2R)-2-aminocyclohexyl]-4-N-[(3-chloro-4-methylphenyl)methyl]-1-methylpyrazolo[3,4-d]pyrimidine-4,6-diamine N[C@H]1[C@@H](CCCC1)NC1=NC(=C2C(=N1)N(N=C2)C)NCC2=CC(=C(C=C2)C)Cl